OC(C(=O)O)CCCC 2-hydroxyhexanoic acid